C(CCC)C=1NC(=C([N+]1C)C)C butyl-3,4,5-trimethylimidazolium